CC1=NC=CC(=C1C1=CC=C(C=C1)NC([C@H](C1CCC(CC1)C)NC(=O)C1=CC=NN1C)=O)C N-((S)-2-((4-(2,4-dimethylpyridin-3-yl)phenyl)amino)-1-((1r,4S)-4-methylcyclohexyl)-2-oxoethyl)-1-methyl-1H-pyrazole-5-carboxamide